(Z)-3-((triisopropylsilyl)methylene)-3,4,5,6,7,8-hexahydro-1H-cyclohepta[c]furan-1-one C(C)(C)[Si](C(C)C)(C(C)C)\C=C/1\C2=C(C(O1)=O)CCCCC2